4-((4-Chloro-2-(N-methylmethanesulfonamido)phenyl)amino)-N-ethoxy-6-(pyridazin-3-ylamino)nicotinamide ClC1=CC(=C(C=C1)NC1=CC(=NC=C1C(=O)NOCC)NC=1N=NC=CC1)N(S(=O)(=O)C)C